BrCC1=CC=C(CC2=CC=C(C=C2)C2=CC=C(C=C2)CC2=CC=C(C=C2)CBr)C=C1 bis(4-bromomethylbenzyl)(4,4'-biphenyl)